ClC=1C(=NC=CC1C1=C(C(=CC=C1)C1=CC=C2C(=N1)N(C=C2CNCCO)C)Cl)C2=CC(=C(CNC[C@H]1CCC(N1)=O)C=C2)OC (R)-5-(((4-(3-chloro-4-(2-chloro-3-(3-(((2-hydroxyethyl)amino)methyl)-1-methyl-1H-pyrrolo[2,3-b]pyridin-6-yl)phenyl)pyridin-2-yl)-2-methoxybenzyl)amino)methyl)pyrrolidin-2-one